BrC1=C2N=CC=NC2=CC=C1N=C1NCCN1 5-bromo-6-(2-imidazolidinylideneamino)Quinoxaline